COC1=CC=C(C=N1)C1=CC=C(C=C1)C=1C(=NOC1C1=C(C=C(C=C1)O)O)C(F)(F)F 4-(4-(4-(6-methoxypyridin-3-yl)phenyl)-3-(trifluoromethyl)isoxazol-5-yl)benzene-1,3-diol